[N+](=O)([O-])C=1C=2CCCC2C=C2CCC(C12)=O 8-nitro-2,3,6,7-tetrahydro-s-indacen-1(5H)-one